ClC1=CC=C(C=N1)OC=1SC(=C(N1)C)C1=CC=C(C=C1)NC(C1=C(C=CC=C1)F)=O N-(4-(2-((6-chloropyridin-3-yl)oxy)-4-methylthiazol-5-yl)phenyl)-2-fluorobenzamide